C(C)OC(=O)C=1C(=NN(C1)C=1C=NC=CC1)N1CCOCC1 3-morpholino-1-(pyridin-3-yl)-1H-pyrazole-4-carboxylic acid ethyl ester